N-(2-ethyl-6-methoxypyridin-3-yl)-2-((4-fluoro-2-methylphenyl)amino)-4-(trifluoromethoxy)benzamide C(C)C1=NC(=CC=C1NC(C1=C(C=C(C=C1)OC(F)(F)F)NC1=C(C=C(C=C1)F)C)=O)OC